ammonium anilino-1-naphthalenesulfonate salt N(C1=CC=CC=C1)C1=C(C2=CC=CC=C2C=C1)S(=O)(=O)[O-].[NH4+]